antimony pentoxide O=[Sb](=O)O[Sb](=O)=O